O1C=C(C2=C1C=CC=C2)C[C@H](NC(C(NC=2SC(=CN2)C)=O)=O)B(O)O (R)-(2-(benzofuran-3-yl)-1-(2-oxo-2-((5-methylthiazol-2-yl)amino)acetamido)ethyl)boronic acid